1-(2-Aminoethyl)-6-chloro-N-(3,5-dichloropyridin-4-yl)-9H-carbazol-3-amine NCCC1=CC(=CC=2C3=CC(=CC=C3NC12)Cl)NC1=C(C=NC=C1Cl)Cl